2-[4-[8-[3-ethyl-4-(piperazine-1-carbonyl)anilino]imidazo[1,2-a]pyrazin-3-yl]-3-(trifluoromethyl)pyrazol-1-yl]acetonitrile formate C(=O)O.C(C)C=1C=C(NC=2C=3N(C=CN2)C(=CN3)C=3C(=NN(C3)CC#N)C(F)(F)F)C=CC1C(=O)N1CCNCC1